P(=O)([O-])([O-])[O-].C[Ca+].C[Ca+].C[Ca+] methylcalcium phosphate